2-acetamido-4-(tert-butyl)-5-chlorophenyl acetate C(C)(=O)OC1=C(C=C(C(=C1)Cl)C(C)(C)C)NC(C)=O